C1=CC=CC2=CC=CC(=C12)NC1=CC=C(C=C1)N 8-naphthyl-p-phenylene-diamine